Cl.N1=CN=CC(=C1)CN1N=CC2=NC=C(C=C21)C2=CC(=CC=C2)C(F)(F)F 1-(Pyrimidin-5-ylmethyl)-6-[3-(trifluoromethyl)phenyl]pyrazolo[4,3-b]pyridine hydrochloride Salt